1-(4-chlorobenzyl)-5-(1H-tetrazol-5-yl)-1H-indole-3-carbonitrile ClC1=CC=C(CN2C=C(C3=CC(=CC=C23)C2=NN=NN2)C#N)C=C1